COC1=C(C=CC(=C1)S(=O)(=O)N1CCOCC1)NC1=CC(=C2C(=N1)NC=C2C#N)NCCS(=O)(=O)C 6-((2-methoxy-4-(morpholinosulfonyl)phenyl)amino)-4-((2-(methylsulfonyl)ethyl)amino)-1H-pyrrolo[2,3-b]pyridine-3-carbonitrile